2-{[(αr)-6-[(4R)-4-[(2S)-butan-2-yl]-2,6-dioxo-1,3-diazin-1-yl]spiro[3.3]heptan-2-yl]oxy}pyridine-3-carboxamide C[C@@H](CC)C=1NC(N(C(C1)=O)C1CC2(CC(C2)OC2=NC=CC=C2C(=O)N)C1)=O